(4-((3-aminocyclobutyl)amino)-1,2,5-oxadiazol-3-yl)-4-(3-bromo-4-fluorophenyl)-1,2,4-oxadiazol-5(4H)-one NC1CC(C1)NC=1C(=NON1)C1=NOC(N1C1=CC(=C(C=C1)F)Br)=O